2-(2-(cyclopropanesulfonamido)pyrimidin-4-yl)-N-(4-(6-cyclopropylpyrazin-2-yl)-2-fluorophenyl)butanamide C1(CC1)S(=O)(=O)NC1=NC=CC(=N1)C(C(=O)NC1=C(C=C(C=C1)C1=NC(=CN=C1)C1CC1)F)CC